CN1N=NC2=C1C=CC(=C2)C2=NN(C(=C2)C2=CC=C(C=C2)C(F)(F)F)CC2=CC=C(C(=O)NO)C=C2 4-{[3-(1-methyl-1H-benzo[d][1,2,3]triazol-5-yl)-5-(4-trifluoromethylphenyl)-1H-pyrazol-1-yl]methyl}-N-hydroxybenzoamide